methyl 2-(5-bromo-4-(methoxymethyl)pyrimidin-2-yl)-2-methylpropanoate BrC=1C(=NC(=NC1)C(C(=O)OC)(C)C)COC